N1-(5-(3-(2-fluoroethyl)-2-methyl-3H-imidazo[4,5-b]pyridin-5-yl)pyrrolo[2,1-f][1,2,4]triazin-2-yl)cyclohexane-1,4-diamine FCCN1C(=NC=2C1=NC(=CC2)C=2C=CN1N=C(N=CC12)NC1CCC(CC1)N)C